(1R,3S)-3-(3-((5-cyanopyrazin-2-yl)amino)-1H-pyrazol-5-yl)cyclopentyl isopropylcarbamate C(C)(C)NC(O[C@H]1C[C@H](CC1)C1=CC(=NN1)NC1=NC=C(N=C1)C#N)=O